C(C)N1N=NC2=C1C=C(C=C2)C=2C=CN1N=C(N=C(C12)OC)N[C@@H]1[C@@H](CN(CC1)C1(COC1)C)F 5-(1-ethyl-1H-benzo[d][1,2,3]triazol-6-yl)-N-((3R,4S)-3-fluoro-1-(3-methyloxetan-3-yl)piperidin-4-yl)-4-methoxypyrrolo[2,1-f][1,2,4]triazin-2-amine